ClC1=CC(=C(C=C1)COC=1C=C(C=CC1F)N1CCN(CC1)CC1=NC=C(C=C1CC1(CC1)C#N)C1=NN=C(N1)C(F)(F)F)F 1-({2-[(4-{3-[(4-chloro-2-fluorophenyl)methoxy]-4-fluorophenyl}piperazin-1-yl)methyl]-5-[5-(trifluoromethyl)-4H-1,2,4-triazol-3-yl]pyridin-3-yl}methyl)cyclopropane-1-carbonitrile